sulfofluoramid S(=O)(=O)(O)NF